C(C)(C)(C)OC(NC1=CC2=C(SCCN2C2=NC(=C(C=C2)F)C)C=C1)=O (4-(5-fluoro-6-methylpyridin-2-yl)-3,4-dihydro-2H-benzo[b][1,4]thiazin-6-yl)carbamic acid tert-butyl ester